C1OCC12CN(C2)CCOC=2C=CC(=C(C(=O)N[C@H](C)C1=CC(=CC(=C1)C=1C=NN(C1)C)C=1C=NN(C1)C)C2)C (R)-5-(2-(2-oxa-6-azaspiro[3.3]heptan-6-yl)ethoxy)-N-(1-(3,5-bis(1-methyl-1H-pyrazol-4-yl)phenyl)ethyl)-2-methylbenzamide